CC1=C(C=C(C=C1)[N+](=O)[O-])S(=O)(=O)NCCC=1N=CSC1 2-methyl-5-nitro-N-(2-thiazol-4-ylethyl)benzenesulfonamide